C[Si](CCC(C(C(C(C(C(F)(F)F)(F)F)(F)F)(F)F)(F)F)(F)F)(Cl)Cl (tridecafluoro-1,1,2,2-tetrahydrooctyl)methyldichlorosilane